CN1CCN(C(CC1)=O)CC1=CC=C(C=C1)OC(CCNC)C=1SC=CC1 1-Methyl-4-(4-(3-(methylamino)-1-(thiophen-2-yl)propoxy)benzyl)-1,4-diazepan-5-one